5-hydroxy-2-(4-hydroxyphenyl)-7-[(2R,3R,4R,5R,6S)-3,4,5-trihydroxy-6-(hydroxymethyl)oxan-2-yl]oxy-2,3-dihydrochromen-4-one OC1=C2C(CC(OC2=CC(=C1)O[C@H]1O[C@H]([C@@H]([C@H]([C@H]1O)O)O)CO)C1=CC=C(C=C1)O)=O